C(#C)C1=C2C(=CC(=CC2=CC=C1F)O)C1=C(C=2N=C(N=C(C2C=N1)N1C[C@H](CCC1)OC)OC[C@]12CCCN2C[C@@H](C1)F)F 5-ethynyl-6-fluoro-4-(8-fluoro-2-{[(2R,7aS)-2-fluorotetrahydro-1H-pyrrolizin-7a(5H)-yl]methoxy}-4-[(3S)-3-methoxypiperidin-1-yl]pyrido[4,3-d]pyrimidin-7-yl)naphthalen-2-ol